C(C)NC1=CC(=C(C=C1)C=1CCSC2=C(C1C1=CC=C(C=C1)O[C@@H]1CN(CC1)CCCF)C=CC(=C2)O)F 4-[4-(Ethylamino)-2-fluorophenyl]-5-[4-[(3S)-1-(3-fluoropropyl)pyrrolidin-3-yl]oxyphenyl]-2,3-dihydro-1-benzothiepin-8-ol